ClC=1C(=C(CNC(=O)C=2N=CN(C2)C2=NC(=NC=C2C)NC2=CC=C(C=C2)F)C=CC1)CO N-(3-chloro-2-(hydroxy-methyl)benzyl)-1-(2-((4-fluoro-phenyl)-amino)-5-methyl-pyrimidin-4-yl)-1H-imidazole-4-carboxamide